CN(C=1C=C(C=CC1)O)C 3-(dimethylamino)-phenol